2,5-bis[4-(dimethylamino)-benzylidene]Cyclopentanone CN(C1=CC=C(C=C2C(C(CC2)=CC2=CC=C(C=C2)N(C)C)=O)C=C1)C